C1(CC1)[C@@H](C)C=1C(=C2CCC2=CC1)NC(=O)N=S(=O)(N)C1=CN=C(S1)[C@](CO)(C)O N'-((3-((R)-1-cyclopropylethyl)bicyclo[4.2.0]octa-1,3,5-trien-2-yl)carbamoyl)-2-((R)-1,2-dihydroxypropan-2-yl)thiazole-5-sulfonimidamide